C(C)NC=1N=CC(=C2C=C(N=CC12)C1(CC1)C(=O)N)C#C (8-(ethylamino)-5-ethynyl-2,7-naphthyridin-3-yl)cyclopropanecarboxamide